trans-N-[4-(5-bromo-4-fluoro-thiazol-2-yl)cyclohexyl]Carbamic acid isopropyl ester C(C)(C)OC(N[C@@H]1CC[C@H](CC1)C=1SC(=C(N1)F)Br)=O